COC=1C=C2C=CC(=NC2=C(C1)C)C=1OC2=C(C1C)C=CC=C2 6-Methoxy-8-methyl-2-(3-methyl-1-benzofuran-2-yl)quinoline